1-(4-(piperidin-4-yloxy)phenyl)dihydropyrimidine-2,4(1H,3H)-dione N1CCC(CC1)OC1=CC=C(C=C1)N1C(NC(CC1)=O)=O